C(CCCCCCCCC)C1=CC=C(C=C1)NC(=O)C(CNC(CCOCCOCCOCCOCCOCCOCCOCCOCCOCC)=O)OP(O)(O)=O ((4-decylphenyl)carbamoyl)-30-oxo-3,6,9,12,15,18,21,24,27-nonaoxa-31-azatritriacontan-33-yl-phosphoric acid